tert-butyl 2-methyl-3-oxo-6-((4-(piperidin-1-yl) phenyl) amino)-2,3-dihydro-1H-indazole-1-carboxylate CN1N(C2=CC(=CC=C2C1=O)NC1=CC=C(C=C1)N1CCCCC1)C(=O)OC(C)(C)C